C(C)(=O)O[C@@H]1[C@H](O[C@@H]([C@H]([C@@H]1OC(C)=O)OC(C)=O)COC(C)=O)OCCN(C(CCCCC(=O)OCC1=CC=CC=C1)=O)CCO[C@@H]1[C@@H](OC(C)=O)[C@@H](OC(C)=O)[C@H](OC(C)=O)[C@H](O1)COC(C)=O Benzyl 6-(bis{2-[(2,3,4,6-tetra-O-acetyl-α-D-mannopyranosyl)oxy]ethyl}amino)-6-oxohexanoate